4-(4-methylpent-3-en-1-yl)cyclohex-3-en-1-al CC(=CCCC1=CCC(CC1)C=O)C